N-[4-chloro-2-[[(1,1-dimethylethyl)amino]carbonyl]-6-methylphenyl]-1-(3-chloro-2-pyridinyl)-3-fluoromethoxy-1H-pyrazole-5-carboxamide ClC1=CC(=C(C(=C1)C)NC(=O)C1=CC(=NN1C1=NC=CC=C1Cl)OCF)C(=O)NC(C)(C)C